[GeH](=S)[O-] thio-germanate